Methyl (E)-3-(3-(tert-butoxy)-3-oxoprop-1-en-1-yl)benzoate C(C)(C)(C)OC(/C=C/C=1C=C(C(=O)OC)C=CC1)=O